9-Fluoro-5-((1-methylpyrrolidin-2-yl)methoxy)-2-(piperazin-1-yl)pyrimido[5,4-c]quinoline FC1=CC=2C3=C(C(=NC2C=C1)OCC1N(CCC1)C)C=NC(=N3)N3CCNCC3